C(C)N1N=C(C2=C1C(NCC1(CCOCC1)C2)=O)CC(COC(C2=CC=C(C=C2)C(NC)=O)=O)(C)C 4-(Methylcarbamoyl)benzoic acid [3-(1-ethyl-8-oxo-spiro[6,7-dihydro-4H-pyrazolo[3,4-c]azepin-5,4'-tetrahydropyran]-3-yl)-2,2-dimethyl-propyl] ester